1-(3,3-Dimethyl-6-phenylamino-2,3-dihydro-pyrrolo[3,2-c]pyridin-1-yl)-2-((2R,5R)-2-methoxymethyl-5-methyl-piperazin-1-yl)-ethanone hydrochloride salt Cl.CC1(CN(C2=C1C=NC(=C2)NC2=CC=CC=C2)C(CN2[C@H](CN[C@@H](C2)C)COC)=O)C